BrC1=CC=C(C=C1)C(N1C[C@@H](N(C[C@H]1C)C=1C=2N=CN(C2N2C(N1)=NN=C2)C(C)N(C)C)C)C2=CC=C(C=C2)Br (4-((2S,5R)-4-(Bis(4-bromophenyl)methyl)-2,5-dimethylpiperazin-1-yl)-1H-[1,2,4]triazolo[3,4-b]purin-1-yl)-N,N-dimethylethan-1-amine